2-bromo-N-[1-(3-chloro-2-fluoro-phenyl)-2,2,3,3,3-pentafluoro-propyl]-N-cyclopropyl-acetamide BrCC(=O)N(C1CC1)C(C(C(F)(F)F)(F)F)C1=C(C(=CC=C1)Cl)F